BrC=1C=C(C=C(C1)NC1=NC(=NC=C1C1=CC=C(C=C1)C(F)(F)F)NC=1C=NN(C1)C)NC(C=C)=O N-(3-bromo-5-((2-((1-methyl-1H-pyrazol-4-yl)amino)-5-(4-(trifluoromethyl)phenyl)pyrimidin-4-yl)amino)phenyl)acrylamide